tert-butyl (1S*,2S*,5R*)-3-azabicyclo[3.1.0]hexane-2-carboxylate [C@H]12[C@H](NC[C@@H]2C1)C(=O)OC(C)(C)C |o1:0,1,4|